CC(=O)OC[C@@H]1[C@H]([C@@H]([C@@H]([C@H](O1)F)OC(=O)C)OC(=O)C)OC(=O)C 2,3,4,6-tetra-O-acetyl-α-D-mannopyranosyl fluoride